C1(CCCCC1)P(C1=C(C=CC=C1)C1=C(C=CC=C1OC(C)C)OC(C)C)(C1CCCCC1)=O dicyclohexyl-(2',6'-diisopropoxybiphenyl-2-yl)phosphine oxide